[Cl-].[Cl-].[Cl-].CC1(C=C(C=C1)C)[Zr+3] 1,3-dimethyl-cyclopentadienyl-zirconium trichloride